CCCSCC methyl-3-thiapentane